BrC1=CC2=CN(N=C2C=C1)C1CCN(CC1)C(=O)C1=CC=C(C=C1)[C@@]1(C(NC(N1)=O)=O)C(C)C (R)-5-{4-[4-(5-bromoindazol-2-yl)piperidine-1-carbonyl]phenyl}-5-isopropylimidazolidine-2,4-dione